ClC=1C=C2C(C(NC2=CC1)=O)=NN=C1SCC(N1C1=CC=C(C=C1)C)=O 5-chloro-3-(2-(3-(4-methylphenyl)-4-oxo-thiazolidine-2-ylidene)hydrazono)indol-2-one